(2R,3S)-2-(4-(cyclopentylamino)phenyl)-N-(4-methyl-3-(trifluoro-methyl)phenyl)-1-(o-tolylsulfonyl)piperidine-3-carboxamide C1(CCCC1)NC1=CC=C(C=C1)[C@@H]1N(CCC[C@@H]1C(=O)NC1=CC(=C(C=C1)C)C(F)(F)F)S(=O)(=O)C1=C(C=CC=C1)C